1-amino-6,7-dichloro-5-(2-fluoro-5-methoxy-phenyl)-3H-1,4-benzodiazepin-2-one NN1C(CN=C(C2=C1C=CC(=C2Cl)Cl)C2=C(C=CC(=C2)OC)F)=O